C(C)(C)(CC)N tert-Amylamin